COC1=C(CNC2=NC=NC3=C2N=C(N=C3)C=3C=C(C=CC3)C#C[C@@](C)(O)C=3SC=CN3)C=CC(=C1)OC (R)-4-(3-(8-((2,4-dimethoxybenzyl)amino)pyrimido[5,4-d]pyrimidin-2-yl)phenyl)-2-(thiazol-2-yl)but-3-yn-2-ol